(2-oxo-3-(1-(2-(quinolin-6-yl) acetyl) piperidin-4-yl)-4-(trifluoromethyl)-2,3-dihydro-1H-benzo[d]imidazol-1-yl) methylphosphonate disodium salt [Na+].[Na+].CP(ON1C(N(C2=C1C=CC=C2C(F)(F)F)C2CCN(CC2)C(CC=2C=C1C=CC=NC1=CC2)=O)=O)([O-])=O.O=C2N(C1=C(N2OP([O-])(=O)C)C=CC=C1C(F)(F)F)C1CCN(CC1)C(CC=1C=C2C=CC=NC2=CC1)=O